3-(2-Chloro-3-((N-methylsulfamoyl) amino) benzyl)-4-((ethyl (methyl) amino) methyl)-6-fluoro-2-oxo-2H-benzopyran-7-yl dimethylcarbamate CN(C(OC1=CC2=C(C(=C(C(O2)=O)CC2=C(C(=CC=C2)NS(NC)(=O)=O)Cl)CN(C)CC)C=C1F)=O)C